C(=O)C1=NC=CC(C1)=O 2-formyl-pyridin-4-one